2-iodo-9,9-bis(2-methoxyethyl)-9H-fluorene IC1=CC=2C(C3=CC=CC=C3C2C=C1)(CCOC)CCOC